tert-butyl 4-(3-nitropyrazol-1-yl)piperidine-1-carboxylate [N+](=O)([O-])C1=NN(C=C1)C1CCN(CC1)C(=O)OC(C)(C)C